2,4-bis(3-cyclopropyl-7,8-dihydro-5H-1,6-naphthyridin-6-yl)-6-(trifluoromethyl)quinazoline C1(CC1)C=1C=NC=2CCN(CC2C1)C1=NC2=CC=C(C=C2C(=N1)N1CC=2C=C(C=NC2CC1)C1CC1)C(F)(F)F